Cl.N1CCC(CC1)C1=NC=C(C=N1)NC1C(NC(CC1)=O)=O 3-[[2-(4-piperidyl)pyrimidin-5-yl]amino]piperidine-2,6-dione HCl salt